BrC1=C(C=C2C(=NC(=NC2=C1F)O)O)Cl 7-bromo-6-chloro-8-fluoroquinazoline-2,4-diol